4-carboxymethyl-L-phenylalanine C(=O)(O)CC1=CC=C(C[C@H](N)C(=O)O)C=C1